ClC=1C=CC=C2C=CC=C(C12)N1CC=2N=C(N=C(C2CC1)N([C@H]1CNCC1)C)OC[C@H]1N(CCC1)C 7-(8-chloro-1-naphthyl)-N-methyl-2-[[(2S)-1-methylpyrrolidin-2-yl]methoxy]-N-[(3R)-pyrrolidin-3-yl]-6,8-dihydro-5H-pyrido[3,4-d]pyrimidin-4-amine